BrC1=CC(=CC=2N=C3COCC(N3C21)C)C(=O)NC2=CC=C(C=C2)OC(F)(F)Cl 6-bromo-N-(4-(chlorodifluoromethoxy)phenyl)-4-methyl-3,4-dihydro-1H-benzo[4,5]imidazo[2,1-c][1,4]oxazine-8-carboxamide